[Pb].[Ti] Titanium Lead